CCC(CCC)N 3-hexanamine